COC=1C=C(C=C2C(=CC(NC12)=O)C)NC(=O)C=1C=C2C(=NC1N1C3COCC1CC3)COC2 N-(8-methoxy-4-methyl-2-oxo-1H-quinolin-6-yl)-2-(3-oxa-8-azabicyclo[3.2.1]octan-8-yl)-5,7-dihydrofuro[3,4-b]pyridine-3-carboxamide